ClC1=C(C=CC=C1N1C(NC2=NC(=CN=C2C1=O)Cl)=O)NC(=O)C=1C=CC=C2C=CN(C12)C N-(2-chloro-3-(7-chloro-2,4-dioxo-1,2-dihydropteridine-3(4H)-yl)phenyl)-1-methyl-1H-indole-7-carboxamide